2-(3-Hydroxy-4-(5H-imidazo[5,1-a]isoindol-5-yl)piperidin-1-yl)acetonitril OC1CN(CCC1C1N2C(C3=CC=CC=C13)=CN=C2)CC#N